4-((6-(trimethylstannyl)pyridin-2-yl)oxy)piperidine-1-carboxylic acid tert-butyl ester C(C)(C)(C)OC(=O)N1CCC(CC1)OC1=NC(=CC=C1)[Sn](C)(C)C